(5-(aminomethyl)-1-oxoisoindolin-2-yl)piperidine-2,6-dione NCC=1C=C2CN(C(C2=CC1)=O)N1C(CCCC1=O)=O